C1(=CC=CC=2C3=CC=CC=C3NC12)C=1C=C(C=C(C1)C1=CC=CC=2C3=CC=CC=C3NC12)[Si](C1=CC=CC=C1)(C1=CC=CC=C1)C1=CC(=CC(=C1)C1=CC=CC=2C3=CC=CC=C3NC12)C1=CC=CC=2C3=CC=CC=C3NC12 bis[3,5-di(9H-carbazolyl)phenyl]Diphenylsilane